N-(2-ethylhexyloxy)-3-morpholinopropan-1-amine C(C)C(CONCCCN1CCOCC1)CCCC